CN1N=NC(=C1C(=O)O)C1=NC=C(C=N1)C(F)(F)F 3-methyl-5-[5-(trifluoromethyl)pyrimidin-2-yl]Triazole-4-carboxylic acid